ethyl 3-{4,7-diazaspiro[2.5]octan-7-yl}cyclobutane-1-carboxylate C1CC12NCCN(C2)C2CC(C2)C(=O)OCC